N-(8-aminooctyl)-2-((2-(2,6-dioxopiperidin-3-yl)-1,3-dioxoisoindolin-5-yl)oxy)acetamide hydrochloride Cl.NCCCCCCCCNC(COC=1C=C2C(N(C(C2=CC1)=O)C1C(NC(CC1)=O)=O)=O)=O